(-)-3-(3-fluoro-2-methoxyanilino)-2-{3-[(2-methyloxetan-2-yl)methoxy]pyridin-4-yl}-1,5,6,7-tetrahydro-4H-pyrrolo[3,2-c]pyridin-4-one FC=1C(=C(NC2=C(NC3=C2C(NCC3)=O)C3=C(C=NC=C3)OCC3(OCC3)C)C=CC1)OC